3-(pyridinium-1-yl)-propane-1-sulfonate [N+]1(=CC=CC=C1)CCCS(=O)(=O)[O-]